FC=1C(=C2C(=NC1)NC(=C2)C2CNCC2)C2CCN(CC2)C(C2=CC=C(C=C2)OC(F)(F)F)=O 4-[5-fluoro-2-(pyrrolidin-3-yl)-1H-pyrrolo[2,3-b]pyridin-4-yl]-1-[4-(trifluoromethoxy)benzoyl]piperidine